C(C1=CC=CC=C1)N1[C@@H]2CC[C@H](CC1)[C@H]2NC(OC(C)(C)C)=O tert-butyl ((1R,5R,8R)-2-benzyl-2-azabicyclo[3.2.1]octan-8-yl)carbamate